2'-chloro-5'-methoxy-N-(5-(3-methoxypicolinoyl)-5,6-dihydro-4H-pyrrolo[3,4-d]thiazol-2-yl)-6-methyl-[4,4'-bipyridine]-3-carboxamide ClC1=NC=C(C(=C1)C1=C(C=NC(=C1)C)C(=O)NC=1SC2=C(N1)CN(C2)C(C2=NC=CC=C2OC)=O)OC